OCC1NCC(N(C1)C(=O)[O-])C 5-(hydroxymethyl)-2-methylpiperazine-1-carboxylate